2,3-dichloro-1,4-dihydroxyanthraquinone ClC1=C(C=2C(C3=CC=CC=C3C(C2C(=C1Cl)O)=O)=O)O